Chlorospiro[cyclohexane-1,1'-indene] ClC=1C2(C3=CC=CC=C3C1)CCCCC2